N-(5-((2-(2-azabicyclo[2.2.1]heptan-2-yl)ethyl)carbamoyl)-2-methylpyridin-3-yl)-7-(1-methyl-1H-pyrazol-4-yl)-[1,2,4]triazolo[4,3-a]pyridine-3-carboxamide C12N(CC(CC1)C2)CCNC(=O)C=2C=C(C(=NC2)C)NC(=O)C2=NN=C1N2C=CC(=C1)C=1C=NN(C1)C